OC1=C2C(C=C(OC2=CC(=C1)O)C1=CC(=C(C(=C1)O)O)O)=O 5,7,3',4',5'-pentahydroxyflavone